N1=CC(=CC=C1)C1=NC(=CC2=C1N=CN(C2=O)C[C@H](C(F)(F)F)O)C2=CC=C(C=C2)OC(F)(F)F (R)-8-(pyridin-3-yl)-3-(3,3,3-trifluoro-2-hydroxypropyl)-6-(4-(trifluoromethoxy)phenyl)pyrido[3,4-d]pyrimidin-4(3H)-one